1-(3,3-Difluorocyclobutyl)-1H-pyrazolo[3,4-b]pyridine-6-carboxylic acid FC1(CC(C1)N1N=CC=2C1=NC(=CC2)C(=O)O)F